7-(2-Acrylamidophenyl)-2-(4-chloro-3-fluorophenyl)-4,5,6,7-tetrahydropyrazolo[1,5-a]pyrimidine-3-carboxamide C(C=C)(=O)NC1=C(C=CC=C1)C1CCNC=2N1N=C(C2C(=O)N)C2=CC(=C(C=C2)Cl)F